O1CC(C1)N1N=C(C(=C1)NC(=O)C=1OC(=CC1)C=1C=NNC1)C1=NC=CC=C1 N-(1-(oxetan-3-yl)-3-(pyridin-2-yl)-1H-pyrazol-4-yl)-5-(1H-pyrazol-4-yl)furan-2-carboxamide